BrC1=C(C=C(CNC(OC(C)(C)C)=O)C=C1)C tert-butyl (4-bromo-3-methylbenzyl)carbamate